4-cyclopropoxy-N-(2,6-dichlorophenyl)-2-[(1H-pyrazol-4-yl)amino]pyrimidine-5-carboxamide C1(CC1)OC1=NC(=NC=C1C(=O)NC1=C(C=CC=C1Cl)Cl)NC=1C=NNC1